N=1CCCC=C2C1C=C(C=C2)C(=O)O 3,4-dihydro-1-benzazepine-8-carboxylic acid